CC=1C=C(C(=O)OC2=CC(=CC(=C2)/C=N/C(C(C)C)O)Br)C=CC1 (E)-3-bromo-5-((1-hydroxy-2-methylprop-ylimino)methyl)phenyl 3-methylbenzoate